FC=1C=CC=2N(C1C1=C(C=C(C#N)C=C1)C)N=CN2 4-{6-fluoro-[1,2,4]triazolo[1,5-a]pyridin-5-yl}-3-methylbenzonitrile